(R)-tert-butyl-(2-chloro-1-(2-chlorophenyl)ethoxy)dimethylsilane C(C)(C)(C)[Si](C)(C)O[C@@H](CCl)C1=C(C=CC=C1)Cl